C(C)(C)(C)OC(NC1=CC(=CC=2CCOC21)Br)=O tert-butyl(5-bromo-2,3-dihydrobenzofuran-7-yl)carbamate